ClC1=CC=C(C=C1)C1=CC=C(S1)CC(=O)N1C(COCC1C)C 2-(5-(4-chlorophenyl)thiophen-2-yl)-1-(3,5-dimethylmorpholino)ethan-1-one